CC1(CC=C(CC1)C=1C=CC=C2C=C(C=NC12)C(=O)NC(C)C=1OC=CN1)C 8-(4,4-dimethylcyclohex-1-en-1-yl)-N-(1-(oxazol-2-yl)ethyl)quinoline-3-carboxamide